FC1=CC=C(CS(=O)(=O)C=2C=C(C=C(C2)N2CCOCC2)C=2C=NC(=NC2)N)C=C1 5-(3-((4-fluorobenzyl)sulfonyl)-5-morpholinophenyl)pyrimidin-2-amine